C1(CCC1)N1C(=NN=C1)C1=CC=C(C=C1)C=1C=C(C=NC1)C1=CC=NC2=C1C=C1N2CCN(C1=O)C 4-(5-(4-(4-cyclobutyl-4H-1,2,4-triazol-3-yl)phenyl)pyridin-3-yl)-7-methyl-8,9-dihydropyrido[3',2':4,5]pyrrolo[1,2-a]pyrazin-6(7H)-one